FC1(CC(C1)CC1(CCNCC1)C#N)F 4-((3,3-difluorocyclobutyl)methyl)piperidine-4-carbonitrile